p-fluorobenzenediamide FC=1C=C(C(=CC1)C(=O)N)C(=O)N